methyl butyrate (methyl butanoate) CC(C(=O)O)CC.C(CCC)(=O)OC